N-((5-bromo-2-pyridyl)methyl)2-methyl-propionamide stibonium [SbH4+].BrC=1C=CC(=NC1)CNC(C(C)C)=O